2-((6-cyanobenzo[d]thiazol-2-yl)amino)-4-(1-(1-oxopropyl)piperidin-4-yl)pyridine C(#N)C1=CC2=C(N=C(S2)NC2=NC=CC(=C2)C2CCN(CC2)C(CC)=O)C=C1